pyrimidin-4(3H)-one 2,2,2-trifluoroacetate FC(C(=O)O)(F)F.N1=CNC(C=C1)=O